[N+](=O)([O-])C1=CC=C(N)C=C1 para-Nitroanilin